NC1CCC(CC1)NC(=O)C=1N(C2=CC(=CC=C2C1)C(N)=N)CC1=CC=CC=2SC(=CC21)C(=O)O 4-((2-(((1r,4r)-4-aminocyclohexyl)carbamoyl)-6-carbamimidoyl-1H-indol-1-yl)methyl)benzo[b]thiophene-2-carboxylic acid